COC(C1=C(N=C(C=C1)O)OC)=O.C1(CC1)C1=C(C(=NO1)C1=C(C=CC=C1Cl)Cl)COC1C(CNCC1)(F)F 5-cyclopropyl-3-(2,6-dichlorophenyl)-4-(((3,3-difluoropiperidin-4-yl)oxy)methyl)isoxazole methyl-6-hydroxy-2-methoxynicotinate